O=C1NC(CC[C@@H]1N1C(C2=CC=C(C=C2C1=O)N1CCC(CC1)CNC1=C2N=CN(C2=NC=N1)C1CC(C1)NC(C1=NC(=CC=C1)C)=O)=O)=O N-((1s,3s)-3-(6-(((1-(2-(2,6-dioxopiperidin-3-yl)-1,3-dioxoisoindolin-5-yl)piperidin-4-yl)methyl)amino)-9H-purin-9-yl)cyclobutyl)-6-methylpicolinamide